5-methyl-3-(2-nitro-1-(p-tolyl)ethyl)-1H-indole CC=1C=C2C(=CNC2=CC1)C(C[N+](=O)[O-])C1=CC=C(C=C1)C